FC=1C=C(C=CC1)SC=1C=C2CCC[C@@H](C2=CC1)CNC=1C=NC=CC1C(=O)O 3-({[(1S)-6-[(3-fluorophenyl)thio]-1,2,3,4-tetrahydronaphthalen-1-yl]methyl}amino)pyridine-4-carboxylic acid